ClC/1=C(CC(C\C1=C/O)C(F)(F)F)C=O (3E)-2-chloro-3-(hydroxymethylene)-5-(trifluoromethyl)cyclohexene-1-carbaldehyde